CC(C)N1CCN(CC1)C2=CC=C(C=C2)OC[C@H]3CO[C@](O3)(CN4C=NC=N4)C5=C(C=C(C=C5)Cl)Cl The molecule is a 1-(4-{[2-(2,4-dichlorophenyl)-2-(1H-1,2,4-triazol-1-ylmethyl)-1,3-dioxolan-4-yl]methoxy}phenyl)-4-isopropylpiperazine in which positions 2 and 4 of the 1,3-dioxolane moiety have R and S configuration, respectively. It is an enantiomer of a (2S,4R)-terconazole.